OC=1C=C(C=CC1)C1=NC(=NN1)C1=CC(=CC=C1)C 5-(3-Hydroxyphenyl)-3-(3-methylphenyl)-1H-1,2,4-triazole